CSC(=S)NN=C1C(N(C2=CC(=CC=C12)OC(F)(F)F)CC=C)=O (6-trifluoromethoxy-1-allyl-2-oxoindolin-3-ylidene)hydrazinodithio-carboxylic acid methyl ester